tert-butyl N-[1-[[1-[4-(2,6-dioxo-3-piperidyl)phenyl]-4-piperidyl]methyl]-4-piperidyl]carbamate O=C1NC(CCC1C1=CC=C(C=C1)N1CCC(CC1)CN1CCC(CC1)NC(OC(C)(C)C)=O)=O